[Ca].C1(C(CCCC1)C(=O)O)C(=O)O cyclohexane-1,2-dicarboxylic acid calcium